Cl.C(C)O[C@H]1[C@@H](CC1)N (1R,2R)-2-ethoxycyclobutan-1-amine hydrochloride